N1BC=CC=C1 1,2-dihydro-1,2-azaborine